C(C)OC1=C(C(=NN1C1=C(C=C(C#N)C=C1)F)C)C=O 4-(5-ethoxy-4-formyl-3-methyl-1H-pyrazol-1-yl)-3-fluorobenzonitrile